(3S)-N-[(1S)-1-(2-Amino-2-oxo-ethyl)prop-2-ynyl]-4-[1-[4-(trifluoromethoxy)phenyl]-cyclopropanecarbonyl]morpholine-3-carboxamide NC(C[C@@H](C#C)NC(=O)[C@H]1N(CCOC1)C(=O)C1(CC1)C1=CC=C(C=C1)OC(F)(F)F)=O